FC1=CC=2N(C=C1)C(=CN2)C2=NC=C(C1=C2CNC1=O)NC1=NC=C(C=C1)N1C[C@@H](CCC1)C(C)(C)O 4-(7-fluoroimidazo[1,2-a]pyridin-3-yl)-7-[[5-[(3R)-3-(1-hydroxy-1-methyl-ethyl)-1-piperidyl]-2-pyridyl]amino]-2,3-dihydropyrrolo[3,4-c]pyridin-1-one